2-((1s,3s)-3-(5-(2-aminopropan-2-yl)-3-methylpyridin-2-yl)cyclobutyl)-7-methoxy-[1,2,4]triazolo[1,5-c]quinazolin-5-amine NC(C)(C)C=1C=C(C(=NC1)C1CC(C1)C1=NN2C(=NC=3C(=CC=CC3C2=N1)OC)N)C